C(C)C(CN1CCCC1)N ethyl-2-(pyrrolidin-1-yl)ethane-1-amine